NCCOCCOCCNC(=O)C1=CC=C(C=C1)C(C1=CC=CC(=N1)C(=O)OC)N1CCOCCOCCN(CCOCCOCC1)CC1=NC(=CC=C1)C(=O)OC methyl 6-((4-((2-(2-(2-aminoethoxy)ethoxy)ethyl)carbamoyl)phenyl)(16-((6-(methoxycarbonyl)pyridin-2-yl)methyl)-1,4,10,13-tetraoxa-7,16-diazacyclooctadecan-7-yl)methyl)picolinate